8-(4-chloro-6-methoxybenzo[d]thiazol-2-yl)-3-methoxy-6-methyl-cinnoline ClC1=CC(=CC2=C1N=C(S2)C=2C=C(C=C1C=C(N=NC21)OC)C)OC